tert-butyl 2-amino-3-(triallylsilyl)propanoate NC(C(=O)OC(C)(C)C)C[Si](CC=C)(CC=C)CC=C